(2R,3S)-N-((2R,3R,4R,5S,6S)-6-((7H-purin-6-yl)amino)-4,5-dihydroxy-2-(hydroxymethyl)tetrahydro-2H-pyran-3-yl)-3-hydroxypyrrolidine-2-carboxamide N1=CN=C2N=CNC2=C1N[C@@H]1[C@H]([C@@H]([C@H]([C@@H](O1)CO)NC(=O)[C@@H]1NCC[C@@H]1O)O)O